4-bromo-N-(4-bromo-5-fluoro-2-methylphenyl)-2-fluorobenzamide BrC1=CC(=C(C(=O)NC2=C(C=C(C(=C2)F)Br)C)C=C1)F